OC(=O)C(F)(F)F.C1S(CC12CNC2)(=O)=O 2-thia-6-azaspiro[3.3]heptane 2,2-dioxide TFA salt